ClC1=C(C=C(C=C1N1CC2(CS(C2)(=O)=O)C1)F)C(=O)N1[C@H](C=2C(CC1)=C(N(N2)C)C2=CC(=CC(=C2)F)F)C [2-Chloro-3-(2,2-dioxo-2λ6-thia-6-azaspiro[3.3]heptan-6-yl)-5-fluoro-phenyl]-[(7S)-3-(3,5-difluorophenyl)-2,7-dimethyl-5,7-dihydro-4H-pyrazolo[3,4-c]pyridine-6-yl]methanone